5-bromo-3-(2,5-DIMETHYLPHENYL)indolin-2-one BrC=1C=C2C(C(NC2=CC1)=O)C1=C(C=CC(=C1)C)C